CC1(OB(OC1(C)C)C1=CC=CC2=NC(N=C21)=O)C 4-(4,4,5,5-tetramethyl-1,3,2-dioxaborolan-2-yl)benzimidazolone